N-(8-aminooctyl)-N-(3-aminopropyl)glycine NCCCCCCCCN(CC(=O)O)CCCN